[F-].C(CCCCCCCCCCCCC)[N+](C)(C)C Tetradecyl-trimethyl-ammonium fluoride